4-fluoro-3-(3,3,4,4-tetrafluoropyrrolidin-1-yl)-1H-indazole FC1=C2C(=NNC2=CC=C1)N1CC(C(C1)(F)F)(F)F